N-isopropyl-3-(1-methylimidazol-4-yl)-4-[[4-(trifluoromethyl)-2-pyridinyl]amino]benzenesulfonamide C(C)(C)NS(=O)(=O)C1=CC(=C(C=C1)NC1=NC=CC(=C1)C(F)(F)F)C=1N=CN(C1)C